ClC1=CC2=C(C=N1)C=C(S2)[Sn](C)(C)C 6-chloro-2-(trimethylstannyl)thieno[3,2-c]pyridine